N-(((1S,2S)-2-aminocyclopentyl)methyl)-4-(1H-pyrrolo[2,3-b]pyridin-4-yl)-3,4-dihydro-2H-1,4-thiazine-6-carboxamide hydrochloride Cl.N[C@@H]1[C@@H](CCC1)CNC(=O)C1=CN(CCS1)C1=C2C(=NC=C1)NC=C2